N[C@H](C(F)(F)F)C1=CN(C2=NC(=CC=C21)C2=C(C#N)C=CC=C2)CC(C)(C)C (S)-2-(3-(1-amino-2,2,2-trifluoroethyl)-1-neopentyl-1H-pyrrolo[2,3-b]pyridin-6-yl)benzonitrile